FC1=CC=C(C=C1)C1=C(C(N(C(=C1)C1=CC=CC=C1)C)=O)C#N 4-(4-fluorophenyl)-1-methyl-2-OxO-6-phenyl-1,2-dihydropyridine-3-carbonitrile